(2S,3R,4R,5S,6R)-2-[4-chloro-3-[[4-[[(2S)-oxiran-2-yl]methoxy]phenyl]methyl]phenyl]-6-methylthiotetrahydropyran-3,4,5-triol ClC1=C(C=C(C=C1)[C@@H]1O[C@@H]([C@H]([C@@H]([C@H]1O)O)O)SC)CC1=CC=C(C=C1)OC[C@H]1OC1